(1R,2S,6R,7S)-4-[6-(2-pyridylamino)-1,3-benzothiazol-2-yl]-4-azatricyclo[5.2.1.02,6]dec-8-en-3,5-dione N1=C(C=CC=C1)NC1=CC2=C(N=C(S2)N2C([C@H]3[C@H]4C=C[C@@H]([C@H]3C2=O)C4)=O)C=C1